C(C1=CC=CC=C1)(=O)S\C(=C(\C)/N(C=O)CC=1C(=NC(=NC1)C)N)\CCNC(C)=O (Z)-S-(5-Acetamido-2-(N-((4-amino-2-methylpyrimidin-5-yl)methyl)formamido)pent-2-ene-3-yl) thiobenzoate